4-methyl-2,3-dihydro-1H-inden-5-ol CC1=C2CCCC2=CC=C1O